(R)-6-cyclopropyl-4-(3-(3-fluoro-4-methylphenyl)-3-(1,2,4-thiadiazol-5-yl)pyrrolidine-1-carboxamido)-N-(2-hydroxyethyl)nicotinamide C1(CC1)C1=NC=C(C(=O)NCCO)C(=C1)NC(=O)N1C[C@](CC1)(C1=NC=NS1)C1=CC(=C(C=C1)C)F